alpha-bromoheptaldehyde BrC(C=O)CCCCC